N-(3-fluoro-4-(1-methyl-6-(1H-pyrazol-4-yl)-1H-indazol-5-yloxy)phenyl)-1-(4-fluorophenyl)-6-methylsulfanyl-2-oxo-1,2-dihydropyridine-3-carboxamide FC=1C=C(C=CC1OC=1C=C2C=NN(C2=CC1C=1C=NNC1)C)NC(=O)C=1C(N(C(=CC1)SC)C1=CC=C(C=C1)F)=O